3-MORPHOLIN-4-YL-PROPIONALDEHYDE N1(CCOCC1)CCC=O